1-bromo-5-(10-bromodecyl)-2,3,4-trimethoxy-6-methyl-benzene BrC1=C(C(=C(C(=C1C)CCCCCCCCCCBr)OC)OC)OC